FC=1C(=C(C=CC1)C(C)=O)O (3-fluoro-2-hydroxyphenyl)ethan-1-one